3,4-dichloro-N-((3S,4R)-1-(6-(1-hydroxycyclopentyl)pyridazin-3-yl)-3-methoxypiperidin-4-yl)-5-methyl-1H-pyrrole-2-carboxamide ClC1=C(NC(=C1Cl)C)C(=O)N[C@H]1[C@H](CN(CC1)C=1N=NC(=CC1)C1(CCCC1)O)OC